C(C)N1C(C2=C3C(C(=CC=C13)NS(=O)(=O)C1=CC3=C(OCCO3)C=C1)=CC=C2)=O N-(1-ethyl-2-oxo-1,2-dihydrobenzo[cd]indol-6-yl)-2,3-dihydrobenzo[b][1,4]dioxin-6-sulfonamide